CN1N=CC(=C1)N(S(=O)(=O)[N-]C(NC1=C2CCC2=CC=2CCC12)=O)C[C@@H]1OCCCC1.[Na+] Sodium [(1-methyl-1H-pyrazol-4-yl)({[(2R)-oxan-2-yl]methyl})sulfamoyl]-({tricyclo[6.2.0.03,6]deca-1,3(6),7-trien-2-yl}carbamoyl)azanide